ClC=1C=C(C#N)C=C(C1N1N=CC=2C=NC(=CC21)NC=2C=NN(C2)CCO)F 3-chloro-5-fluoro-4-(6-((1-(2-hydroxyethyl)-1H-pyrazol-4-yl)amino)-1H-pyrazolo[4,3-c]pyridin-1-yl)benzonitrile